ClC1=C(C=NN(C1=O)C)N[C@@H]1C[C@@H](CN(C1)C)C1=CC=C(C=C1)CN1CCN(CC1)C1=CC(=NC=C1)C1C(NC(CC1)=O)=O 3-[4-[4-[[4-[(3R,5R)-5-[(5-chloro-1-methyl-6-oxo-pyridazin-4-yl)amino]-1-methyl-3-piperidyl]phenyl]methyl]piperazin-1-yl]-2-pyridyl]piperidine-2,6-dione